F[C@H]1[C@@]2(CC[C@](C[C@H]1OC1=CC=C(N=N1)C1=C(C=C(C=C1)C1=CN=NC(=C1)OC)O)(N2)C)C 2-(6-(((1s,2s,3r,5r)-2-fluoro-1,5-dimethyl-8-azabicyclo[3.2.1]oct-3-yl)oxy)pyridazin-3-yl)-5-(6-methoxypyridazin-4-yl)phenol